C1(CCCCC1)C=1C2=C(N=C(N1)C1C[C@@H](OCC1)C=1C=NN(C1)C1CC1)N=C(S2)N(C)C 7-cyclohexyl-5-[(2R)-2-(1-cyclopropylpyrazol-4-yl)tetrahydropyran-4-yl]-N,N-dimethyl-thiazolo[4,5-d]pyrimidin-2-amine